3-fluoro-5-methoxybenzamide FC=1C=C(C(=O)N)C=C(C1)OC